BrCC1=NN(C(=C1)C1=CC=C2C=NN(C2=C1)CCC)C1=C(C=CC=C1)Br 6-[3-(bromomethyl)-1-(2-bromophenyl)-1H-pyrazol-5-yl]-1-propyl-1H-indazole